methyl 4-[4-[[1-(4-tert-butoxycarbonylphenyl)-4-piperidinyl] methyl] piperazin-1-yl]-2-fluoro-benzoate C(C)(C)(C)OC(=O)C1=CC=C(C=C1)N1CCC(CC1)CN1CCN(CC1)C1=CC(=C(C(=O)OC)C=C1)F